propargyl p-toluenesulfonate CC1=CC=C(C=C1)S(=O)(=O)OCC#C